ClC1=C(C(=O)OOC(C2=C(C=C(C=C2)Cl)Cl)=O)C=CC(=C1)Cl Di-(2,4-dichlorobenzoyl)peroxide